[N+](=O)([O-])C=1C=CC2=C(NC(=N2)C=2C=C(NC3=CC=C(C=C3)C=3N=NC=CC3)C=CC2)C1 3-(6-nitro-1H-benzo[d]imidazol-2-yl)-N-(4-(pyridazin-3-yl)phenyl)aniline